C(C)(=O)N1C2(CC2)CN(CC1)C1=C(C=C(C(=C1)OC)C1=NC=C2C=C(C=3N(C2=C1)C=CN3)C3=C(C(=CC(=C3Cl)OC)OC)Cl)NC(C=C)=O N-(2-(4-acetyl-4,7-diazaspiro[2.5]octane-7-yl)-5-(4-(2,6-dichloro-3,5-dimethoxyphenyl)imidazo[1,2-a][1,6]naphthyridin-8-yl)-4-methoxyphenyl)acrylamide